N1N=NC2=CC=C(C=C12)C1=CC=C(C=C1)NS(=O)=O N-(4-(AZAINDAZOL-6-YL)-PHENYL)-SULFONAMIDE